CC1(N(CC2(C1)CCN(CC2)C(=O)OC(C(F)(F)F)C(F)(F)F)CC2=C(C=C(C=C2)C(F)(F)F)N2CC1C(C2)COC1)C 1,1,1,3,3,3-hexafluoropropan-2-yl 3,3-dimethyl-2-(2-(tetrahydro-1H-furo[3,4-c]pyrrol-5(3H)-yl)-4-(trifluoromethyl) benzyl)-2,8-diazaspiro[4.5]decane-8-carboxylate